(3S)-17-(2,6-Dimethylphenyl)-2-oxa-13λ6-thia-6,14,16,19-tetraazatetracyclo[13.3.1.13,6.18,12]henicosa-1(19),8(20),9,11,15,17-hexaene-7,13,13-trione CC1=C(C(=CC=C1)C)C=1N=C2NS(C3=CC=CC(C(N4CC[C@H](OC(C1)=N2)C4)=O)=C3)(=O)=O